4-(difluoromethoxy)-N-(9-ethyl-5-fluoro-9-hydroxy-4-methyl-10,13-dioxo-2,3,9,10,13,15-hexahydro-1H,12H-benzo[de]pyrano[3',4':6,7]indolizino[1,2-b]quinolin-1-yl)-2-hydroxybutanamide FC(OCCC(C(=O)NC1CCC=2C=3C1=C1C(=NC3C=C(C2C)F)C2=CC3=C(C(N2C1)=O)COC(C3(O)CC)=O)O)F